N,N-bis(2-hydroxyethyl)-4-aminobutyric acid OCCN(CCCC(=O)O)CCO